octadecanedioic acid chloride C(CCCCCCCCCCCCCCCCC(=O)Cl)(=O)Cl